FC=1C=2N(C=C(C1)NC(=O)C1=CC=C(C3=CN(N=C13)C)C1CCNCC1)C=C(N2)C N-[8-fluoro-2-methylimidazo[1,2-a]pyridin-6-yl]-2-methyl-4-(piperidin-4-yl)indazole-7-carboxamide